O=C1C=2C=C3CCC(CC3=CC2C(C2=CC=CC=C12)=O)C(=O)O 6,11-dioxo-1,2,3,4,6,11-hexahydronaphthacene-2-carboxylic acid